2-(3-(3,5-difluoro-6-(((3S,4S)-4-fluoropiperidin-3-yl)amino)pyridin-2-yl)imidazo[1,2-a]pyrazin-6-yl)-1,1,1-trifluoropropan-2-ol FC=1C(=NC(=C(C1)F)N[C@H]1CNCC[C@@H]1F)C1=CN=C2N1C=C(N=C2)C(C(F)(F)F)(C)O